(cyclopropanesulfonyl)piperidin C1(CC1)S(=O)(=O)N1CCCCC1